C(C)(C)(C)OC(N(C)C1=NC(=CC=C1)COC1=CC=C(C=C1)C=1NC(=C(N1)C)C1=CC=C(C=C1)Cl)=O.C1OC2=C(C=CC=C2)O1 Methylenedioxybenzene tert-butyl-(6-((4-(5-(4-chlorophenyl)-4-methyl-1H-imidazol-2-yl)phenoxy)methyl)pyridin-2-yl)(methyl)carbamate